4-methoxy-3-(4-methylpiperazin-1-yl)aniline COC1=C(C=C(N)C=C1)N1CCN(CC1)C